CC1=C(C(NC2=CC=NC=C12)=O)C(C(=O)OC)C Methyl 2-(4-methyl-2-oxo-1H-1,6-naphthyridin-3-yl)propanoate